CN([C@H]1CN(CC1)C1=CC(=C(C=C1)N1C=NC(=C1)NC=1N=CC(=NC1)C#N)F)C (R)-5-((1-(4-(3-(Dimethylamino)pyrrolidin-1-yl)-2-fluorophenyl)-1H-imidazol-4-yl)amino)pyrazine-2-carbonitrile